(R)-2-(10,11-dihydro-5H-dibenzo[b,f]azepin-5-yl)-N-(1-phenylethyl)ethan-1-amine C1=CC=CC=2N(C3=C(CCC21)C=CC=C3)CCN[C@H](C)C3=CC=CC=C3